C(=O)C1[C@H](NC[C@@H]1O)C(=O)O 3-formyl-hydroxyproline